4-chloro-N-[(1S,2R)-2-(6-fluoro-2,3-dimethylphenyl)-1-(2H-1,2,3,4-tetrazol-5-yl)propyl]-2-methoxybenzene-1-sulfonamide ClC1=CC(=C(C=C1)S(=O)(=O)N[C@@H]([C@H](C)C1=C(C(=CC=C1F)C)C)C=1N=NNN1)OC